methylaspartic acid CN[C@@H](CC(=O)O)C(=O)O